4-[tert-butyl(diphenyl)silyl]oxytetrahydrofuran-3-one [Si](C1=CC=CC=C1)(C1=CC=CC=C1)(C(C)(C)C)OC1C(COC1)=O